5-(2,2-diethoxyethyl)-4-methylpyrido[2,3-b]pyrazine-3,6(4H,5H)-dione C(C)OC(CN1C(C=CC2=C1N(C(C=N2)=O)C)=O)OCC